C(C)C1=NN(C2=C1C(NCC1(CCOCC1)C2)=O)CC(COC(C2=CC=C(C=C2)C(NC)=O)=O)(C)C 4-(methylcarbamoyl)benzoic acid [3-(3-ethyl-4-oxo-spiro[6,8-dihydro-5H-pyrazolo[4,3-c]azepin-7,4'-tetrahydropyran]-1-yl)-2,2-dimethyl-propyl] ester